FC(C(=O)O)(F)F.ClC1=C(C=CC=C1C=1N=NN(C1)CC1=CC=NC=C1)[C@@]1(CC(N(C(N1)=N)[C@@H]1C[C@@H](OCC1)C)=O)C (6S)-6-{2-Chloro-3-[1-(pyridin-4-ylmethyl)-1,2,3-triazol-4-yl]-phenyl}-2-imino-6-methyl-3-[(2S,4S)-2-methyltetrahydropyran-4-yl]hexahydropyrimidin-4-one trifluoroacetic acid salt